FC(S(=O)(=O)N[C@@H]1[C@@H](NCC12CC2)CC=2C(=C(C=CC2)C2=CC=CC=C2)F)F 1,1-difluoro-N-((6S,7S)-6-((2-fluoro-[1,1'-biphenyl]-3-yl)methyl)-5-azaspiro[2.4]heptan-7-yl)methanesulfonamide